6-(1-((5-bromo-1-methyl-1H-pyrazol-4-yl)sulfonyl)piperidin-4-yl)-7-methyl-[1,2,4]triazolo[1,5-a]pyridine BrC1=C(C=NN1C)S(=O)(=O)N1CCC(CC1)C=1C(=CC=2N(C1)N=CN2)C